N-[(3R,6S)-6-acetyltetrahydro-2H-pyran-3-yl]-4-(furo[3,2-c]pyridin-4-yl)benzamide C(C)(=O)[C@@H]1CC[C@H](CO1)NC(C1=CC=C(C=C1)C1=NC=CC2=C1C=CO2)=O